7,7-dimethyl-6-azaspiro[3.4]octane hydrochloride Cl.CC1(NCC2(CCC2)C1)C